(R)-ethyloxirane C(C)[C@H]1OC1